methyl 1-((2-(trimethylsilyl)ethoxy)methyl)-1H-imidazole-5-carboxylate C[Si](CCOCN1C=NC=C1C(=O)OC)(C)C